ClC=1C=C(N=NC1)C=1C(=CC(=NC1)NC(C)=O)NC1=NC(=NC(=C1)C)C(C)(F)F N-(5-(5-chloropyridazin-3-yl)-4-((2-(1,1-difluoroethyl)-6-methylpyrimidin-4-yl)amino)pyridin-2-yl)acetamide